C1(=CC=CC=C1)C#CCOC1=C(C=CC=C1)C(C)NC(C(=O)O)CC (1-(2-((3-phenylprop-2-yn-1-yl)oxy)phenyl)ethylamino)butyric acid